ClC1=C(C=C(C=C1)NC(NC1CCC=2NC3=C(C=CC=C3C2C1)C(=O)NCCCO)=O)C(F)(F)F 3-(3-(4-chloro-3-trifluoromethylphenyl)ureido)-N-(3-hydroxypropyl)-2,3,4,9-tetrahydro-1H-carbazole-8-carboxamide